(1S,3S)-3-((6-(5-(((4-(1-fluoro-2-methyl-propan-2-yl)pyrimidin-2-yl)amino)methyl)-1-methyl-1H-1,2,3-triazol-4-yl)-2-methyl-pyridin-3-yl)oxy)cyclohexane-1-carboxylic acid FCC(C)(C)C1=NC(=NC=C1)NCC1=C(N=NN1C)C1=CC=C(C(=N1)C)O[C@@H]1C[C@H](CCC1)C(=O)O